ClC=1C=C2C=3C=C(C=C(C3NC2=CC1)CCNC(OC(C)(C)C)=O)NC=1C=NC(=CC1)Cl tert-Butyl (2-(6-chloro-3-((6-chloropyridin-3-yl)amino)-9H-carbazol-1-yl)ethyl)carbamate